7-(1-(adamantan-1-ylmethyl)-5-methyl-1H-pyrazol-4-yl)-3-(5-(benzo[d]thiazol-2-ylamino)pyrazin-2-yl)imidazo[1,2-a]pyridine-8-carboxylic acid C12(CC3CC(CC(C1)C3)C2)CN2N=CC(=C2C)C2=C(C=3N(C=C2)C(=CN3)C3=NC=C(N=C3)NC=3SC2=C(N3)C=CC=C2)C(=O)O